IC1=CN(C2=CC(=CC=C12)SC1=C(C(=O)NC)C=CC=C1)C1OCCCC1 2-(3-iodo-1-tetrahydropyran-2-yl-indole-6-yl)thio-N-methyl-benzamide